5-((1-(tert-butyl)-3-((1S,3R)-3-hydroxycyclopentyl)-1H-pyrazol-5-yl)amino)-3-methyl-2,3-dihydrobenzo[d]isothiazole 1,1-dioxide C(C)(C)(C)N1N=C(C=C1NC=1C=CC2=C(C(NS2(=O)=O)C)C1)[C@@H]1C[C@@H](CC1)O